2-{[4-({2-[(4-chloro-2-fluorophenoxy)methyl]pyridin-4-yl}oxy)piperidin-1-yl]methyl}-1-[(1,3-oxazol-5-yl)methyl]-1H-1,3-benzodiazole-6-carboxylic acid ClC1=CC(=C(OCC2=NC=CC(=C2)OC2CCN(CC2)CC2=NC3=C(N2CC2=CN=CO2)C=C(C=C3)C(=O)O)C=C1)F